FC(F)(F)C(F)(F)OC(C(F)(F)F)(F)F trifluoromethyl-difluoromethyl ether